FC1=C(N=CC2=C1N=CN=C2N2CCN(CC2)C(C=C)=O)C2=CC(=CC1=CC=CC=C21)O 1-(4-(8-fluoro-7-(3-hydroxynaphthalen-1-yl)pyrido[4,3-d]pyrimidin-4-yl)piperazin-1-yl)prop-2-en-1-one